9-(4-bromophenyl)-phenanthrene BrC1=CC=C(C=C1)C=1C2=CC=CC=C2C=2C=CC=CC2C1